tert-Butyl (3-cyano-4-(3-((S)-3-(dimethylamino)-pyrrolidin-1-yl)-5-fluoro-1-(isoxazol-4-ylamino)-7,9-dihydrofuro[3,4-f]-quinazolin-6-yl)-5-fluoro-benzo[b]thiophen-2-yl)-carbamate C(#N)C=1C2=C(SC1NC(OC(C)(C)C)=O)C=CC(=C2C=2C1=C(C=3C(=NC(=NC3C2F)N2C[C@H](CC2)N(C)C)NC=2C=NOC2)COC1)F